diethyl (5'-methyl-4-pentyl-1',2',3',4'-tetrahydro-[1,1'-biphenyl]-2,6-diyl) bis(benzylphosphonate) C(C1=CC=CC=C1)P(OCC)(OC1=C(C(=CC(=C1)CCCCC)OP(OCC)(=O)CC1=CC=CC=C1)C1CCCC(=C1)C)=O